NC1=C(C=CC(=C1)F)C1=C(C=C(C(=C1)Cl)C(=O)NC=1C=C(C(=NC1)C(=O)NCC1(CC1)C(F)(F)F)Cl)F 5-(2'-amino-5-chloro-2,4'-difluoro-[1,1'-biphenyl]-4-carboxamido)-3-chloro-N-((1-(trifluoromethyl)cyclopropyl)methyl)picolinamide